COC1=NC=C(C(=C1)C1=CC(=C2C(=N1)C=NN2C(C)C)N[C@H]2COCC2)OC 5-(2,5-dimethoxy-4-pyridinyl)-1-isopropyl-N-[(3R)-tetrahydrofuran-3-yl]pyrazolo[4,3-b]pyridin-7-amine